[3-Cyclopropyl[1,4'-bipiperidine]-1'-yl]{2-[methyl(pyridin-2-ylmethyl)amino]-1,3-thiazol-4-yl}methanone C1(CC1)C1CN(CCC1)C1CCN(CC1)C(=O)C=1N=C(SC1)N(CC1=NC=CC=C1)C